2-bromo-4-isobutoxy-6-(methylsulfonyl)pyridine BrC1=NC(=CC(=C1)OCC(C)C)S(=O)(=O)C